6,10,14,18-tetramethyl-5,9,13,17-nonadecatetraen-2-one CC(=CCCC(C)=O)CCC=C(CCC=C(CCC=C(C)C)C)C